C(C)C1(C=CC=C1)[Ru]C1(C=CC=C1)CC Bis(ethylcyclopentadienyl)ruthenium (II)